N-ethyl-isobutyramide hexyl-(R)-(3-amino-3-oxo-1-(3-phenethyl-1,2,4-oxadiazol-5-yl)propyl)carbamate C(CCCCC)N(C(O)=O)[C@H](CC(=O)N)C1=NC(=NO1)CCC1=CC=CC=C1.C(C)NC(C(C)C)=O